tert-Butyl 3-(4-chloro-7-(thiazol-2-yl)benzo[d]oxazol-2-yl)-3,9-diazabicyclo[3.3.1]nonane-9-carboxylate ClC1=CC=C(C2=C1N=C(O2)N2CC1CCCC(C2)N1C(=O)OC(C)(C)C)C=1SC=CN1